2-quinolin-2-ylsulfanylacetate N1=C(C=CC2=CC=CC=C12)SCC(=O)[O-]